ClC=1C=C2C(=C(C=NC2=NC1Cl)[N+](=O)[O-])O 6,7-dichloro-4-hydroxy-3-nitro-1,8-naphthyridine